OCC=1C(=NC(NC1)=O)N 5-(Hydroxy)Methyl-Cytosine